FC=1C=C(C=CC1C(F)(F)F)NC1=C2C(=NC(=N1)N)N(N=C2)C N4-[3-fluoro-4-(trifluoromethyl)phenyl]-1-methyl-pyrazolo[3,4-d]Pyrimidine-4,6-diamine